4-(4-azido-2-hydroxy-3-isopropoxy-benzamido)benzoic acid tert-butyl ester C(C)(C)(C)OC(C1=CC=C(C=C1)NC(C1=C(C(=C(C=C1)N=[N+]=[N-])OC(C)C)O)=O)=O